2,2,3,4,5,5-hexafluoro-3-(difluoromethyl)sulfolane tert-butyl-(5-chloro-1-(2,2,2-trifluoroethyl)-1H-pyrazol-4-yl)carbamate C(C)(C)(C)N(C(O)=O)C=1C=NN(C1Cl)CC(F)(F)F.FC1(S(=O)(=O)C(C(C1(C(F)F)F)F)(F)F)F